2-Chloro-6-((4-chloro-2-fluorobenzyl)oxy)pyridine ClC1=NC(=CC=C1)OCC1=C(C=C(C=C1)Cl)F